2,4,6-trimethyl-isophthalic acid CC1=C(C(=O)O)C(=CC(=C1C(=O)O)C)C